((6-oxopyrimidin-1(6H)-yl)methyl)benzamide O=C1C=CN=CN1CC1=C(C(=O)N)C=CC=C1